2-bromo-1,1-dimethylcyclobutane BrC1C(CC1)(C)C